C(C)OCCOCCOC1=CC=C(C=C1)N1C2=CC=CC=C2C=2C=C(C=CC12)N 9-(4-(2-(2-ethoxyethoxy)ethoxy)phenyl)-9H-carbazol-3-amine